COC=1C=C(C=CC1)NC(C(C(=O)N[C@@H](CC1=CC=CC=C1)OB(O)O)C)=O ((1R)-1-(3-((3-methoxyphenyl)amino)-2-methyl-3-oxopropionamido)-2-phenylethyl)boric acid